C(C=C)OC=1C(=NC(=CC1)Cl)I 3-(allyloxy)-6-chloro-2-iodopyridine